S1N=CC2=C1C=CS2 Thienoisothiazol